CN1C=CC2=CC(=CC=C12)C=O 1-methyl-1H-indol-5-al